2-((4-((tert-butyldimethylsilyl)oxy)cyclohexyl)oxy)acetic acid [Si](C)(C)(C(C)(C)C)OC1CCC(CC1)OCC(=O)O